COC1=C(C=C(C=N1)C=1C=C2C(=NC=NC2=CC1)N1CCN(CC1)C(=O)OC(C)(C)C)NS(=O)(=O)C Tert-butyl 4-(6-(6-methoxy-5-(methylsulfonamido)pyridin-3-yl)quinazolin-4-yl)piperazine-1-carboxylate